ClC=1C=C(C=CC1Cl)C=1N=C(SC1)SC=1N=NNC1C(=O)OC1CC1 cyclopropyl 4-((4-(3,4-dichlorophenyl)thiazol-2-yl)thio)-1H-1,2,3-triazole-5-carboxylate